N,N-Bis(4-sulfobutyl)-3,5-dimethyl-aniline, disodium salt [Na+].[Na+].S(=O)(=O)([O-])CCCCN(C1=CC(=CC(=C1)C)C)CCCCS(=O)(=O)[O-]